(4-((6,7-dimethoxyquinazolin-4-yl)oxy)-3-methoxyphenyl)-1-(2-fluorophenyl)-2-oxo-1,2,4,5,6,7-hexahydropyrazolo[1,5-a]pyridine-3-carboxamide COC=1C=C2C(=NC=NC2=CC1OC)OC1=C(C=C(C=C1)C1C=2N(CCC1)N(C(C2C(=O)N)=O)C2=C(C=CC=C2)F)OC